CC([C@@H](C(=O)N1[C@@H](C[C@H](C1)O)C(=O)NC)N1N=NC(=C1)CCN1CCC(CC1)C)(C)C (2S,4R)-1-[(2S)-3,3-dimethyl-2-[4-[2-(4-methyl-1-piperidyl)ethyl]triazol-1-yl]butanoyl]-4-hydroxy-N-methyl-pyrrolidine-2-carboxamide